(S)-4,4-diallyl-5-oxopyrrolidine-1,2-dicarboxylic acid 1-(tert-butyl) ester 2-ethyl ester CCOC(=O)[C@H]1N(C(C(C1)(CC=C)CC=C)=O)C(=O)OC(C)(C)C